C(C)(=O)NC1=C(N)C=CC=C1 2-acetamidoaniline